tert-butyl 7-(6,7-dichloro-1-(2-isopropyl-4-methylpyridin-3-yl)-2-oxo-1,2-dihydropyrido[2,3-d]pyrimidin-4-yl)-2,7-diazaspiro[3.5]nonane-2-carboxylate ClC1=CC2=C(N(C(N=C2N2CCC3(CN(C3)C(=O)OC(C)(C)C)CC2)=O)C=2C(=NC=CC2C)C(C)C)N=C1Cl